O1-benzyl O4-tert-butyl (2S)-2-formylpiperazine-1,4-dicarboxylate C(=O)[C@H]1N(CCN(C1)C(=O)OC(C)(C)C)C(=O)OCC1=CC=CC=C1